CNCC (-)-cis-methylethylamine